5-(5-(azetidin-1-yl)-6-methyl-1H-benzo[d]imidazol-2-yl)-3-methoxybenzene-1,2-diol N1(CCC1)C1=CC2=C(NC(=N2)C2=CC(=C(C(=C2)O)O)OC)C=C1C